Cl.ClC1=C(C=C(C(=C1)S(N[C@@H](C)C1CCN(CC1)C)(=O)=O)Cl)NC(C1=C(C=CC=C1)C)=O (S)-N-(2,5-dichloro-4-(N-(1-(1-methyl-piperidin-4-yl)ethyl)sulfamoyl)phenyl)-2-methylbenzamide hydrochloride